3-benzyl 8-(t-butyl) (1S,2S,5R)-2-((S)-cyclopropyl(hydroxyl)methyl)-3,8-diazabicyclo[3.2.1]octane-3,8-dicarboxylate C1(CC1)[C@@H]([C@@H]1[C@@H]2CC[C@H](CN1C(=O)OCC1=CC=CC=C1)N2C(=O)OC(C)(C)C)O